4-[5-bromo-8-(2,6-difluorophenyl)-2,3,7,9,12-pentazatricyclo[8.4.0.02,6]tetradeca-1(10),3,5,7,11,13-hexaen-13-yl]morpholine BrC=1C=NN2C=3C=C(N=CC3NC(=NC12)C1=C(C=CC=C1F)F)N1CCOCC1